fluorine dioxalate C(C(=O)O)(=O)O.C(C(=O)O)(=O)O.[F]